11-((2-((2-((2-(2,6-dioxopiperidin-3-yl)-1,3-dioxoisoindolin-4-yl)amino)ethyl)amino)-2-oxoethoxy)methyl)-11-methyl-3,6,9,13,16,19-hexaoxahenicosane O=C1NC(CCC1N1C(C2=CC=CC(=C2C1=O)NCCNC(COCC(COCCOCCOCC)(COCCOCCOCC)C)=O)=O)=O